2-((S)-1-acryloyl-4-(7-(8-methylnaphthalen-1-yl)-2-(1-((S)-1-methylpyrrolidin-2-yl)cyclopropoxy)-5,6,7,8-tetrahydropyrido[3,4-d]pyrimidin-4-yl)piperazin-2-yl)acetonitrile C(C=C)(=O)N1[C@H](CN(CC1)C=1C2=C(N=C(N1)OC1(CC1)[C@H]1N(CCC1)C)CN(CC2)C2=CC=CC1=CC=CC(=C21)C)CC#N